3-((5-hydroxy-4-(hydroxymethyl)pentyl)oxy)propanamide hydrochloride Cl.OCC(CCCOCCC(=O)N)CO